N,N-dimethyl-3-piperidinamide CN(C(=O)C1CNCCC1)C